C(=C)C1=CC=C(C=C1)B(O)O 4-Vinylphenylboronic acid